(R,1E,5Z)-1-iodooctan-1,5-dien-3-ol I\C=C\[C@@H](C\C=C/CC)O